C(C)ON[C@@H](CCCCN)C(=O)O ethoxy-L-lysine